(3R)-2-(3,4-Dichlorobenzoyl)-9-[(SR)-1-(4-hydroxyphenyl)ethyl]-3-methyl-1,2,3,4,8,9-hexahydropyrido[4',3':3,4]pyrazolo[1,5-a]pyrazin-10(7H)-one ClC=1C=C(C(=O)N2CC=3C(=NN4C3C(N(CC4)[C@@H](C)C4=CC=C(C=C4)O)=O)C[C@H]2C)C=CC1Cl |&1:17|